((2-((1s,3s)-3-((tert-butoxycarbonyl) amino) cyclobutoxy)-5-fluoropyridin-3-yl) methyl) pyrazolo[1,5-a]pyrimidine-3-carboxylate N1=CC(=C2N1C=CC=N2)C(=O)OCC=2C(=NC=C(C2)F)OC2CC(C2)NC(=O)OC(C)(C)C